5-[(1R)-1-(3,5-dichloro-4-pyridinyl)ethoxy]-3-iodo-6-methoxy-1-tetrahydropyran-2-yl-indazole ClC=1C=NC=C(C1[C@@H](C)OC=1C=C2C(=NN(C2=CC1OC)C1OCCCC1)I)Cl